BrC=1C=CC(=C(C(=O)[O-])C1)C(CCCC)O.[Na+].C(C)N1CCC(CC1)OC=1C=C2C(=NC=NC2=CC1OC)C1=CC=C(C=C1)NC(CC1=CC=C(C=C1)C(F)(F)F)=O N-(4-(6-((1-ethylpiperidin-4-yl)oxy)-7-methoxyquinazolin-4-yl)phenyl)-2-(4-(trifluoromethyl)phenyl)acetamide sodium 5-bromo-2-(α-hydroxypentyl)benzoate